Cl.NCC1CCN(CC1)C(=O)C1=C(C=C(C=C1)NC=1C=2N(C=CN1)C(=CN2)C2=CC(=C(C=C2)OC)F)C (4-(aminomethyl)piperidin-1-yl)(4-((3-(3-fluoro-4-methoxyphenyl)imidazo[1,2-a]pyrazin-8-yl)amino)-2-methylphenyl)methanone hydrochloride